3-bromo-6,7-dihydropyrazolo[1,5-a]pyrazine-5(4H)-carboxylic acid tert-butyl ester C(C)(C)(C)OC(=O)N1CC=2N(CC1)N=CC2Br